[2-(2-cyclopropyl-5,7-dihydropyrrolo[3,4-d]pyrimidin-6-yl)-3-fluoro-4-pyridinyl]methanol Methyl-4-formyl-3-hydroxy-benzoate CC1=C(C(=O)OCC2=C(C(=NC=C2)N2CC=3N=C(N=CC3C2)C2CC2)F)C=CC(=C1O)C=O